6-chloro-3-(((R)-1-(2-cyano-3-((S)-3-methoxypyrrolidin-1-yl)-7-methylquinoxalin-5-yl)ethyl)amino)picolinic acid ClC1=CC=C(C(=N1)C(=O)O)N[C@H](C)C1=C2N=C(C(=NC2=CC(=C1)C)C#N)N1C[C@H](CC1)OC